ClC(=C(C)C)N(C)C 1-Chloro-N,N,2-trimethyl-1-propenylamin